calcium dichloride [Cl-].[Cl-].[Ca+2]